CCC1=CC2=C(C=C1N3CCC(CC3)N4CCOCC4)C(C5=C(C2=O)C6=C(N5)C=C(C=C6)C#N)(C)C The molecule is an organic heterotetracyclic compound that is 6,6-dimethyl-5,6-dihydro-11H-benzo[b]carbazol-11-one carrying additional cyano, 4-(morpholin-4-yl)piperidin-1-yl and ethyl substituents at positions 3, 8 and 9 respectively. Used (as the hydrochloride salt) for the treatment of patients with anaplastic lymphoma kinase-positive, metastatic non-small cell lung cancer. It has a role as an EC 2.7.10.1 (receptor protein-tyrosine kinase) inhibitor and an antineoplastic agent. It is an organic heterotetracyclic compound, a member of morpholines, a member of piperidines, a nitrile and an aromatic ketone. It is a conjugate base of an alectinib(1+).